2-methoxy-1-nitro-4-(pentafluorosulfanyl)benzene COC1=C(C=CC(=C1)S(F)(F)(F)(F)F)[N+](=O)[O-]